L-2-aminohexanoic acid-methyl ester HCl Cl.COC([C@H](CCCC)N)=O